{2-[(7-chloro-2,4-dioxo-1-phenyl-1,2,3,4-tetrahydropyrido[4,3-d]pyrimidin-5-yl)oxy]ethyl}carbamic acid tert-butyl ester C(C)(C)(C)OC(NCCOC1=NC(=CC=2N(C(NC(C21)=O)=O)C2=CC=CC=C2)Cl)=O